O1C(=CC=C1)CNC(C(=O)N)=O N2-(2-Furanylmethyl)-ethanediamide